[Co].IC1=C(C(NC(=C1)C=1OC=C(N1)C(C)(C)C)(Cl)C=1OC=C(N1)C(C)(C)C)I diiodo[2,6-bis[4-(S)-tert-butyl-2-oxazolyl]-2-chloropyridine] cobalt